CNC(C1=CN=C(C=C1)N1CCCC1)=O N-methyl-6-(pyrrolidin-1-yl)nicotinamide